isotetradecyl erucate C(CCCCCCCCCCC\C=C/CCCCCCCC)(=O)OCCCCCCCCCCCC(C)C